FC=1C=C2CCN(CC2=CC1)C1=CC(=C(C(=C1)C)C1(CC12CCCCC2)C(=O)N)C (4-(6-fluoro-3,4-dihydroisoquinolin-2(1H)-yl)-2,6-dimethylphenyl)spiro[2.5]octane-1-carboxamide